ClC=1C=CC(=C(C1)[C@H]1C[C@H](C1)NC(=O)C=1N=NN(C1)C(C)C=1C=NC(=NC1)S(=O)(=O)C)C#N N-((cis)-3-(5-chloro-2-cyanophenyl)cyclobutyl)-1-(1-(2-(methylsulfonyl)pyrimidin-5-yl)ethyl)-1H-1,2,3-triazole-4-carboxamide